β-2-pyridyl-L-alanine N1=C(C=CC=C1)C[C@H](N)C(=O)O